Cholestan-3b,5a,6b-triol CC(C)CCC[C@@H](C)[C@H]1CC[C@H]2[C@@H]3C[C@H]([C@]4(C[C@H](CC[C@]4(C)[C@H]3CC[C@]12C)O)O)O